ClC=1C(=CC(=C(C1)C1=C(C=C2C(NC(NC2=C1SC[C@H](CO)OCCOC)=O)=O)C(F)(F)F)F)F 7-(5-chloro-2,4-difluorophenyl)-8-(((S)-3-hydroxy-2-(2-methoxyethoxy)propyl)thio)-6-(trifluoromethyl)quinazoline-2,4(1H,3H)-dione